1,1,1,3,3,3-hexafluoro-2-(4'-((6-(methylsulfonyl)-2,6-diazaspiro[3.3]heptan-2-yl)methyl)-2'-(prop-1-en-2-yl)-[1,1'-biphenyl]-4-yl)propan-2-ol FC(C(C(F)(F)F)(O)C1=CC=C(C=C1)C1=C(C=C(C=C1)CN1CC2(C1)CN(C2)S(=O)(=O)C)C(=C)C)(F)F